5-Bromopyridin-3-yl 3-deoxy-3-[4-(3,4,5-trifluorophenyl)-1H-1,2,3-triazol-1-yl]-2-O-methyl-1-thio-α-D-galactopyranoside FC=1C=C(C=C(C1F)F)C=1N=NN(C1)[C@@H]1[C@H]([C@@H](SC=2C=NC=C(C2)Br)O[C@@H]([C@@H]1O)CO)OC